NC(C)C=1C=C(C=C2C(C(=C(OC12)C=1C=NN(C1)C)C)=O)C 8-(1-aminoethyl)-3,6-dimethyl-2-(1-methyl-1H-pyrazol-4-yl)-4H-chromen-4-one